N-(4-(2-(4-chlorophenyl)but-3-yn-2-yl)thiazol-2-yl)-2-fluoro-4-(piperazin-1-yl)benzamide ClC1=CC=C(C=C1)C(C)(C#C)C=1N=C(SC1)NC(C1=C(C=C(C=C1)N1CCNCC1)F)=O